FC(C)(F)C1=NC=C(C(=N1)C)S(=O)(=O)N1CC2(C1)CN(C2)CC2COC2 2-((2-(1,1-difluoroethyl)-4-methylpyrimidin-5-yl)sulfonyl)-6-(oxetan-3-ylmethyl)-2,6-diazaspiro[3.3]heptane